N(=[N+]=[N-])C1COC2(CN(C2)C(=O)OC(C)(C)C)C1 tert-butyl 7-azido-5-oxa-2-azaspiro[3.4]octane-2-carboxylate